methylene-azetidine C=C1NCC1